CN1CCN(CC1)C1=NC=CC(=C1)NC=1C=C2C(=NC1)NC=C2C2=CC=1N(C=C2)N=CC1C=1C=NC=CC1 N-(2-(4-methylpiperazin-1-yl)pyridin-4-yl)-3-(3-(pyridin-3-yl)pyrazolo[1,5-a]pyridin-5-yl)-1H-pyrrolo[2,3-b]pyridin-5-amine